((2S)-1-(((2S)-4-(cyclopropylamino)-3-hydroxy-4-oxo-1-((S)-2-oxopyrrolidin-3-yl)butan-2-yl)amino)-1-oxo-3-phenylpropane-2-yl)carbamic acid C1(CC1)NC(C([C@H](C[C@H]1C(NCC1)=O)NC([C@H](CC1=CC=CC=C1)NC(O)=O)=O)O)=O